2-(2-chlorophenyl)propan-2-amine-hydrochloride Cl.ClC1=C(C=CC=C1)C(C)(C)N